1-[3-chloro-5-(2-hydroxyethylamino)phenyl]-3-(5-bromo-2-hydroxymethylphenyl)urea ClC=1C=C(C=C(C1)NCCO)NC(=O)NC1=C(C=CC(=C1)Br)CO